O=C1NC(CCC1N1C(C2=CC=CC(=C2C1=O)C1CCN(CC1)C1CC(C1)OC1CCNCC1)=O)=O 2-(2,6-dioxopiperidin-3-yl)-4-[1-[(1R,3R)-3-(piperidin-4-yloxy)cyclobutyl]piperidin-4-yl]isoindole-1,3-dione